3-(5-(4-((4-(4-aminophenyl)piperazin-1-yl)methyl)piperidin-1-yl)-1-oxoisoindolin-2-yl)-1-methylpiperidine-2,6-dione NC1=CC=C(C=C1)N1CCN(CC1)CC1CCN(CC1)C=1C=C2CN(C(C2=CC1)=O)C1C(N(C(CC1)=O)C)=O